2-[5-({[tris(prop-2-yl)silyl]oxy}methyl)-1,3,4-oxadiazol-2-yl]pyridin-3-amine CC(C)[Si](OCC1=NN=C(O1)C1=NC=CC=C1N)(C(C)C)C(C)C